FC1=C(C(=CC=C1)F)C1=N[C@H](C2=NN=C(N2C=2SC=3CCCCC3C12)C)C (7S)-9-(2,6-difluorophenyl)-3,7-dimethyl-17-thia-2,4,5,8-tetraazatetracyclo[8.7.0.02,6.011,16]heptadec-1(10),3,5,8,11(16)-pentaene